The molecule is an amino acid zwitterion arising from transfer of a proton from the carboxy to the amino group of L-canaline; major species at pH 7.3. It derives from a L-homoserine zwitterion. It is a tautomer of a L-canaline. C(CON)[C@@H](C(=O)[O-])[NH3+]